N1(N=CC=C1)C1=CC=C(CC=2C=C(N3N=CC=CC32)C(=O)N)C=C1 5-(4-pyrazol-1-ylbenzyl)-pyrrolo[1,2-b]pyridazine-7-carboxamide